C(C)OCC1=CC(=C(C(=C1)OC)C=1C=2N(C(=CC1)CCC(=O)O)C=CN2)OC 3-(8-(4-(ethoxymethyl)-2,6-dimethoxyphenyl)imidazo[1,2-a]pyridin-5-yl)propionic acid